ClC1=C(C(=CC=C1)F)NC(=O)C1=CC(=C(C=C1O[C@H](C(F)(F)F)C)NC(=O)N1CC(CC1)F)F N-(4-((2-Chloro-6-fluorophenyl)carbamoyl)-2-fluoro-5-(((S)-1,1,1-trifluoropropan-2-yl)oxy)phenyl)-3-fluoropyrrolidine-1-carboxamide